[Si](C)(C)(C(C)(C)C)OC(C1=CC=C(C=C1)S(=O)(=O)Cl)C1=CC=CC=C1 4-(((tert-butyldimethylsilyl)oxy)(phenyl)methyl)benzenesulfonyl chloride